Benzyl N-[2-(pyridin-3-yl)-1,3-benzoxazol-5-yl]carbamate N1=CC(=CC=C1)C=1OC2=C(N1)C=C(C=C2)NC(OCC2=CC=CC=C2)=O